anti-p-methylsulfonyl-phenylserine CS(=O)(=O)C1=CC=C(C=C1)N[C@@H](CO)C(=O)O